2-Cyclopropyl-4-methyl-N-((R)-2-(((S)-11-oxo-2,3,10,11-tetrahydro-1H,5H-benzo[d]pyrazolo[1,2-a][1,2]diazepin-10-yl)carbamoyl)butyl)thiazole-5-carboxamide C1(CC1)C=1SC(=C(N1)C)C(=O)NC[C@@H](CC)C(N[C@H]1C2=C(CN3N(C1=O)CCC3)C=CC=C2)=O